3-amino-1-adamantyl hydrosulfide NC12CC3(CC(CC(C1)C3)C2)S